(E)-N2-((1r,3r,5r,7r)-adamantan-2-yl)-N7-(3-fluorocyclobutyl)-9-(hydroxyimino)-9H-fluorene-2,7-disulfonamide C12C(C3CC(CC(C1)C3)C2)NS(=O)(=O)C2=CC=3/C(/C1=CC(=CC=C1C3C=C2)S(=O)(=O)NC2CC(C2)F)=N/O